(3S,4S)-nonane-3,4-diol CC[C@@H]([C@H](CCCCC)O)O